C(CC(C)C)(=O)OCC1=CC=CC=C1 Benzyl IsoValerate